CC=1C=C(N)C=CC1C1CCNCC1 3-methyl-4-(piperidin-4-yl)aniline